(6-Methyl-4-phenyl-2-thioxo-1,2,3,4-tetrahydropyrimidin-5-yl)(pyrrolidin-1-yl)methanone CC1=C(C(NC(N1)=S)C1=CC=CC=C1)C(=O)N1CCCC1